N-isobutyl-2,6-dimethoxy-4-[7-(1-methylpyrazol-4-yl)imidazo[1,2-a]pyridin-3-yl]benzamide C(C(C)C)NC(C1=C(C=C(C=C1OC)C1=CN=C2N1C=CC(=C2)C=2C=NN(C2)C)OC)=O